3-acetylsalicylate C(C)(=O)C1=C(C(C(=O)[O-])=CC=C1)O